methyl-(R)-2-methyl-pyrrolidine-2-carboxylic acid hydrochloride Cl.CN1[C@](CCC1)(C(=O)O)C